1-amino-3,3-dimethyl-1-oxo-butane NC(CC(C)(C)C)=O